C1(=CC=C(C=C1)C=1OCCN1)C=1OCCN1 2,2'-p-phenylene-bis(2-oxazoline)